2-(2,6-dioxopiperidin-3-yl)-5-(4-((1-(4-((1R,2S)-6-hydroxy-2-phenyl-1,2,3,4-tetrahydronaphthalen-1-yl)phenyl)piperidin-4-yl)methyl)-2,6-dimethylpiperazin-1-yl)isoindoline-1,3-dione O=C1NC(CCC1N1C(C2=CC=C(C=C2C1=O)N1C(CN(CC1C)CC1CCN(CC1)C1=CC=C(C=C1)[C@H]1[C@H](CCC2=CC(=CC=C12)O)C1=CC=CC=C1)C)=O)=O